2-(2-amino-6-((4'-chloro-[1,1'-biphenyl]-4-yl)amino)-9H-purin-9-yl)-N-(1-ethyl-3-methyl-1H-pyrazol-5-yl)acetamide NC1=NC(=C2N=CN(C2=N1)CC(=O)NC1=CC(=NN1CC)C)NC1=CC=C(C=C1)C1=CC=C(C=C1)Cl